BrC1=C(C=C(C=C1)S(=O)(=O)NC[2H])F 4-Bromo-3-fluoro-N-(deuteromethyl)benzenesulfonamide